racemic-1-(methylamino)-6-oxo-1,2,4,5-tetrahydropyrano[3,4-c]isoquinoline-8-carbonitrile CN[C@H]1COCC=2NC(C=3C=C(C=CC3C21)C#N)=O |r|